C(C=C)(=O)N1C[C@@H](N(C[C@H]1C)C1=NC(N2C3=C(C(=C(C=C13)Cl)C1=C(C=C(C=C1)F)F)OC[C@@H]2CC2CCN(CC2)C)=O)C (3S)-7-((2S,5R)-4-acryloyl-2,5-dimethylpiperazin-1-yl)-9-chloro-10-(2,4-difluorophenyl)-3-((1-methylpiperidin-4-yl)methyl)-2,3-dihydro-5H-[1,4]oxazino[2,3,4-ij]quinazolin-5-one